O[C@]1([C@@H](CCC1)N1CC=CC2=C1N=C(N=C2)NC2CCN(CC2)S(=O)(=O)C)C 8-[(1R,2R)-2-hydroxy-2-methylcyclopentyl]-2-{[1-(methylsulfonyl)piperidin-4-yl]Amino}pyrido[2,3-d]Pyrimidine